2-[5-bromo-7-(1-hydroxy-2-methyl-propyl)-4-oxo-pyrrolo[2,1-f][1,2,4]triazin-3-yl]acetic acid BrC=1C=C(N2N=CN(C(C21)=O)CC(=O)O)C(C(C)C)O